3-bromo-4-(2,4-difluorophenoxy)benzoic acid methyl ester COC(C1=CC(=C(C=C1)OC1=C(C=C(C=C1)F)F)Br)=O